C(C)(C)(C)C1=C(N=CS1)C 5-(tert-butyl)-4-methylthiazol